N1C(=NC2=C1C=CC=C2)C2(C(N(C1=C(C=CC=C21)Cl)C)=O)C2=C(C=CC=C2)O 3-(1H-Benzo[d]imidazol-2-yl)-7-chloro-3-(2-hydroxyphenyl)-1-methylindolin-2-one